N-(4-carbamoyltetrahydro-2H-pyran-4-yl)-2-methyl-5-((4-methylthiazol-5-yl)methoxy)benzofuran-3-carboxamide C(N)(=O)C1(CCOCC1)NC(=O)C1=C(OC2=C1C=C(C=C2)OCC2=C(N=CS2)C)C